N1=NN=C2C1=CN=C(N2)S(=O)(=O)N Triazolopyrimidinsulfonamid